COC=1C=C(C=C(C1)OC)C1CCC(C(C1)=O)C(C1=C(C=CC(=C1)F)[N+](=O)[O-])=O 5-(3,5-dimethoxyphenyl)-2-(5-fluoro-2-nitrobenzoyl)cyclohexanone